tert-butyl (5R,6S)-5-(((4-chloro-5-(trifluoromethyl)pyrimidin-2-yl)amino)methyl)-2,2-difluoro-6-methylmorpholine-4-carboxylate ClC1=NC(=NC=C1C(F)(F)F)NC[C@@H]1[C@@H](OC(CN1C(=O)OC(C)(C)C)(F)F)C